OC(CC[C@@H](C)[C@H]1CC[C@H]2[C@@H]3CC[C@@H]4CC(CC[C@@]4([C@H]3CC[C@]12C)C)CC(=O)O)(C)C 2-((5R,8R,9S,10S,13R,14S,17R)-17-((R)-5-hydroxy-5-methylhexan-2-yl)-10,13-dimethylhexadecahydro-1H-cyclopenta[a]phenanthren-3-yl)acetic acid